BrC1=C(C=CC=C1)C(=O)N1CC(N(CC1)C1=CC=CC=C1)C (2-bromophenyl)(3-methyl-4-phenylpiperazin-1-yl)methanone